C(CCCCC)C(C(=O)OCCCCCC(=O)OCC)CCCCCCCC 6-ethoxy-6-oxohexyl 2-hexyldecanoate